COC1=CC=C(C=C1)CN1C(C(CCC1=O)N1C(C2=CC(=CC=C2C=N1)N1CCC(CC1)CN1CCC(CC1)N1CCN(CC1)C1=CC=C(C=C1)[N+](=O)[O-])=O)=O 1-[(4-methoxyphenyl)methyl]-3-[7-[4-[[4-[4-(4-nitrophenyl)piperazin-1-yl]-1-piperidyl]methyl]-1-piperidyl]-1-oxo-phthalazin-2-yl]piperidine-2,6-dione